Cl.FC=1C(=C(OC2=NC=C(C(=C2C=2NC3=CC=NC(=C3C(C2)=O)N2C=NC=C2)C)C(F)(F)F)C=CC1F)C 2-[2-(3,4-difluoro-2-methyl-phenoxy)-4-methyl-5-(trifluoromethyl)-3-pyridyl]-5-imidazol-1-yl-1H-1,6-naphthyridin-4-one hydrochloride